FC=1C(=NC(=NC1)C)/C=C/C(=O)OCC ethyl (E)-3-(5-fluoro-2-methylpyrimidin-4-yl)acrylate